Cl.C(C1=CC=CC=C1)N1C2CC(CC1CC2)C(=O)OCC ethyl 8-benzyl-8-azabicyclo[3.2.1]octane-3-carboxylate hydrochloride